C[C@H]1N(CCOC1)C1=NC2=C(N=CC=C2C(=C1)C1=CC=NN1C)C1=CC=NN1 2-[(3R)-3-Methylmorpholin-4-yl]-4-(1-Methyl-1H-pyrazol-5-yl)-8-(1H-pyrazol-5-yl)-1,7-naphthyridin